(4-methylstyryl)(phenyl)sulfane CC1=CC=C(C=CSC2=CC=CC=C2)C=C1